((3s,5r)-3,5-dimethylmorpholinyl)methanone hydrochloride Cl.C[C@@H]1N([C@@H](COC1)C)C=O